O=C1NC(CCC1N1C(C2=CC=CC(=C2C1=O)NCCOCCOCCNC(OC(C)(C)C)=O)=O)=O tert-butyl (2-(2-(2-((2-(2,6-dioxopiperidin-3-yl)-1,3-dioxoisoindolin-4-yl)amino)ethoxy)ethoxy)ethyl)carbamate